ethyl 2-(4-(2-oxoazetidin-1-yl)piperidin-1-yl)-6-azaspiro[3.4]octane-6-carboxylate O=C1N(CC1)C1CCN(CC1)C1CC2(C1)CN(CC2)C(=O)OCC